C1(CC1)C1=NC=NC(=C1C1=NC(=C2N(C=NC2=N1)C)NCC1=CC=C(C=C1)C=1N(C=C(N1)C(F)(F)F)C(C)C)OC 2-(4-cyclopropyl-6-methoxypyrimidin-5-yl)-N-(4-(1-isopropyl-4-(trifluoro-methyl)-1H-imidazol-2-yl)benzyl)-7-methyl-7H-purin-6-amine